BrCC1=CC=C2C(=N1)SC(=C2)C(=O)O 6-(bromomethyl)thieno[2,3-b]pyridine-2-carboxylic acid